3-[2-(1-{[5-methyl-3-(trifluoromethyl)-1H-pyrazol-1-yl] acetyl}piperidin-4-yl)-1,3-thiazol-4-yl]-1,5-dihydro-2,4-benzodioxepin-6-yl methanesulfonate CS(=O)(=O)OC1=CC=CC=2COC(OCC21)C=2N=C(SC2)C2CCN(CC2)C(CN2N=C(C=C2C)C(F)(F)F)=O